3-oxo-12-amino-dodecanamide O=C(CC(=O)N)CCCCCCCCCN